3-propylbenzamide C(CC)C=1C=C(C(=O)N)C=CC1